C1C2=C(OC1)C=CC1=CC=CC(=C12)B1OC(C(O1)(C)C)(C)C 2-(1,2-dihydronaphtho[2,1-b]furan-9-yl)-4,4,5,5-tetramethyl-1,3,2-dioxaborolane